O=C1NC(CCC1N1C(C2=CC=CC(=C2C1=O)NC1CCC=2N(N=CC21)C2CCNCC2)=O)=O 2-(2,6-dioxo-3-piperidyl)-4-[[1-(4-piperidyl)-5,6-dihydro-4H-cyclopenta[c]pyrazol-4-yl]amino]isoindoline-1,3-dione